4-bromo-5-[(4-chlorophenyl)methyl]-1-methyl-1H-pyrazole BrC=1C=NN(C1CC1=CC=C(C=C1)Cl)C